3-(3-methoxypropoxy)benzenesulfonic acid COCCCOC=1C=C(C=CC1)S(=O)(=O)O